ClC=1C=C(C=CC1F)NC(N(C)C(C)C1=CNC(C2=C(C=C(C=C12)F)F)=O)=O 3-(3-Chloro-4-fluorophenyl)-1-(1-(6,8-difluoro-1-oxo-1,2-dihydroisoquinolin-4-yl)ethyl)-1-methylurea